N-(3-chlorophenyl)-5-phenyl-1,3,4-thiadiazol-2-amine ClC=1C=C(C=CC1)NC=1SC(=NN1)C1=CC=CC=C1